(anthracene-9-ylethynyl)-2-fluoropyridine C1=CC=CC2=CC3=CC=CC=C3C(=C12)C#CC=1C(=NC=CC1)F